diethoxyphosphoryl-N-(tert-butoxycarbonyl)-L-tyrosine C(C)OP(=O)(OCC)N([C@@H](CC1=CC=C(C=C1)O)C(=O)O)C(=O)OC(C)(C)C